2-chloro-N-(5-cyano-2-(3,3,3-trifluoropropoxy)phenyl)acetamide ClCC(=O)NC1=C(C=CC(=C1)C#N)OCCC(F)(F)F